C1=CC(=CC2=NC3=CC=CC=C3C=C12)C(=O)NCC(=O)N1CC2(OCCO2)C[C@H]1C(=O)N[C@H](C)C=1SC=C(C1)C(N)=N (S)-7-((acridine-3-carbonyl)glycyl)-N-((R)-1-(4-carbamimidoylthiophen-2-yl)ethyl)-1,4-dioxa-7-azaspiro[4.4]nonane-8-carboxamide